[I-].ClC1=CC=2\C(\C3=CC=CC=C3SC2C=C1)=C/CC[N+](C)(C)C (Z)-3-(2-chloro-9H-thioxanthen-9-ylidene)-N,N,N-trimethylpropan-1-aminium iodide